FC(C(C(=O)N1C[C@H]2OC3=C([C@@H]1C2)C=CC(=C3)C#N)(C)C)F (2S,5S)-4-(3,3-difluoro-2,2-dimethylpropanoyl)-2,3,4,5-tetrahydro-2,5-methano-1,4-benzoxazepine-8-carbonitrile